dimethylsilylbis(2-methylindenyl)zirconium dichloride [Cl-].[Cl-].C[SiH](C)[Zr+2](C1C(=CC2=CC=CC=C12)C)C1C(=CC2=CC=CC=C12)C